OC=1C=CC2=C(CN(S(O2)(=O)=O)[C@H](C)C=2C=C(C=CC2C)C(CC(=O)OCC)C2=C(C3=C(N(N=N3)CCCOCCO)C=C2)C)C1 ethyl 3-{3-[(1R)-1-(6-hydroxy-2,2-dioxo-2H-1,2λ6,3-benzoxathiazin-3(4H)-yl)ethyl]-4-methylphenyl}-3-{1-[3-(2-hydroxyethoxy)propyl]-4-methyl-1H-benzotriazol-5-yl}propanoate